3-mercaptopropane sodium salt [Na].SCCC